OC(=O)C(F)(F)F.ONC(=O)C=1C=NC(=NC1)N1CCC(CC1)CNC1C(C1)C1=CC=C(C=C1)C=1C=NC=NC1 N-hydroxy-2-(4-(((2-(4-(pyrimidin-5-yl)phenyl)cyclopropyl)amino)methyl)piperidin-1-yl)pyrimidine-5-carboxamide TFA Salt